ClC=1C=C(C=CC1Cl)S(=O)(=O)N1CCCC2=CC=C(C=C12)C(=O)NC1=CC(=C(C(=O)O)C=C1)F 4-{[1-(3,4-Dichloro-benzenesulfonyl)-1,2,3,4-tetrahydro-quinoline-7-carbonyl]-amino}-2-fluoro-benzoic acid